(1s,3r)-3-((isopropylcarbamoyl)oxy)cyclopentane C(C)(C)NC(=O)OC1CCCC1